S(=O)(=O)(OCC(CCCC)CC)[O-].[Na+] sodium 2-ethylhexyl sulphate